2-(6-(7-methyl-[1,2,4]triazolo[4,3-b]pyridazin-6-yl)-5,6,7,8-tetrahydro-1,6-naphthyridin-3-yl)propan-2-ol CC1=CC=2N(N=C1N1CC=3C=C(C=NC3CC1)C(C)(C)O)C=NN2